2-[(3-chloro-5-ethoxypyridin-2-yl)methyl]-8-methyl-N-[(2S)-tetrahydrofuran-2-ylmethyl]-4,5-dihydro-2H-furo[2,3-g]indazole-7-carboxamide ClC=1C(=NC=C(C1)OCC)CN1N=C2C3=C(CCC2=C1)OC(=C3C)C(=O)NC[C@H]3OCCC3